((6-hydroxy-6-(hydroxymethyl)-4-methyl-spiro[2.5]oct-4-yl)methyl)-1H-benzo[d]imidazole-6-carbonitrile OC1(CC(C2(CC2)CC1)(C)CN1C=NC2=C1C=C(C=C2)C#N)CO